1-(benzyloxy)-4-bromo-2-fluoro-3-iodobenzene C(C1=CC=CC=C1)OC1=C(C(=C(C=C1)Br)I)F